6-methyl-2-oxo-5-phenyl-N-[2-(tetrahydro-2H-pyran-4-yl)ethyl]-1-[3-(trifluoromethyl)-phenyl]-1,2-dihydropyridine-3-carboxamide CC1=C(C=C(C(N1C1=CC(=CC=C1)C(F)(F)F)=O)C(=O)NCCC1CCOCC1)C1=CC=CC=C1